(S)-4-(4-chloro-3-(1H-1,2,3-triazol-1-yl)phenyl)-2,2-dimethyl-oxazolidine-3-carboxylic acid tert-butyl ester C(C)(C)(C)OC(=O)N1C(OC[C@@H]1C1=CC(=C(C=C1)Cl)N1N=NC=C1)(C)C